N-(2-((1r,3r,5r,7r)-adamantan-2-ylamino)ethyl)-1-(2,4-dichlorophenyl)-4-methyl-5-(p-tolyl)-1H-pyrazole-3-carboxamide C12C(C3CC(CC(C1)C3)C2)NCCNC(=O)C2=NN(C(=C2C)C2=CC=C(C=C2)C)C2=C(C=C(C=C2)Cl)Cl